2-(2-(2-hydroxy-5-methylphenyl)-2-(4-methylphenyl)ethyl)-1-methylpyridine bromide [Br-].OC1=C(C=C(C=C1)C)C(CC1N(C=CC=C1)C)C1=CC=C(C=C1)C